trichloropropane CCC(Cl)(Cl)Cl